ISOBUTYL SALICYLATE C(C=1C(O)=CC=CC1)(=O)OCC(C)C